ClC=1C(=C(CNC(=O)C=2N=CN(C2)C2=NC(=NC=C2C)N[C@@H]2COCC2)C=CC1)C (S)-N-(3-chloro-2-methylbenzyl)-1-(5-methyl-2-((tetrahydrofuran-3-yl)amino)pyrimidin-4-yl)-1H-imidazole-4-amide